FC1=CC=C(C=C1)N(C(OC1=C(C=C(C=C1C(F)(F)F)C(F)(F)F)N1C(N(CC1)C1CS(CC1)(=O)=O)=O)=O)C 2-(3-(1,1-dioxidotetrahydrothiophen-3-yl)-2-oxoimidazolidin-1-yl)-4,6-bis(trifluoromethyl)phenyl (4-fluorophenyl)(methyl)carbamate